4-butyl-4'-[[(trans-4-pentylcyclohexyl)oxy]methyl]-1,1'-bicyclohexane C(CCC)C1CCC(CC1)C1CCC(CC1)CO[C@@H]1CC[C@H](CC1)CCCCC